CC([C@@H](C(N[C@H](C(N[C@H](C=C=O)C[C@H]1C(NCC1)=C=O)=C=O)CC1=CC=CC=C1)=C=O)NC(=O)C=1OC2=C(C1)C=CC=C2)C N-{(S)-3-methyl-1-carbonyl-1-{{(S)-1-carbonyl-1-{{(S)-1-carbonyl-3-[(S)-2-carbonylpyrrolidin-3-yl]propan-2-yl}amino}-3-phenylpropan-2-yl}amino}butan-2-yl}benzofuran-2-carboxamide